C(C1CO1)OCCC[Zr](OC)(OC)OC γ-glycidoxypropyltrimethoxyzirconium (IV)